Benzyl 7-(4-amino-2-ethyl-5-methoxyphenyl)-2,7-diazaspiro[3.5]nonane-2-carboxylate NC1=CC(=C(C=C1OC)N1CCC2(CN(C2)C(=O)OCC2=CC=CC=C2)CC1)CC